FC=1C(=C(C=CC1F)NC1=CN=C(C=C1C(=O)NC=1C(=NC(=CC1)OC)C)C(F)(F)F)C 5-((3,4-difluoro-2-methylphenyl)amino)-N-(6-methoxy-2-methylpyridin-3-yl)-2-(trifluoromethyl)isonicotinamide